3-methyl-6-vinylpyridine CC=1C=NC(=CC1)C=C